COC1=C(C=CC(=C1)OC)C=1N=C(SC1)N 4-(2,4-dimethoxyphenyl)-1,3-thiazole-2-amine